3,3,4,4,5,5,6,6,7,7,8,8,8-tridecafluorooctyl-trichlorosilane FC(CC[Si](Cl)(Cl)Cl)(C(C(C(C(C(F)(F)F)(F)F)(F)F)(F)F)(F)F)F